C(C)(C)(C)OC(=O)N(C1CCC(CC1)CC(=O)NC(CC1=C(C(=CC=C1)C(=O)OC(C)(C)C)OC)B(O)O)CCCNC(=O)OC(C)(C)C [1-[[2-[4-[tert-butoxycarbonyl-[3-(tert-butoxycarbonylamino)propyl]amino]cyclohexyl]acetyl]amino]-2-(3-tert-butoxycarbonyl-2-methoxy-phenyl)ethyl]boronic acid